N-(2-ethylhexyl)-3-t-butylcarbonyloxy-pyridin-4-one C(C)C(CN1C=C(C(C=C1)=O)OC(=O)C(C)(C)C)CCCC